CC1=CC=2C3=C(C=NC2C=C1)C(C(=C3C3=CC=CC=C3)C(F)(F)F)=O 8-methyl-1-phenyl-2-(trifluoromethyl)-3H-cyclopenta[c]quinolin-3-one